C(C=C)(=O)[O-].C(CCC)[N+]1=CC=CC=C1 N-butylpyridinium acrylate